tert-butyl (R)-8-((tetrahydrofuran-3-yl) amino)-3,4-dihydroisoquinoline-2(1H)-carboxylate O1C[C@@H](CC1)NC=1C=CC=C2CCN(CC12)C(=O)OC(C)(C)C